N1=C(C=CC=C1)CN1CCN(CC1)C1=CC=C(C=C1)B1OC(C(O1)(C)C)(C)C 1-(pyridin-2-ylmethyl)-4-(4-(4,4,5,5-tetramethyl-1,3,2-dioxaborolan-2-yl)phenyl)piperazine